tertbutyl 2-[[3-[2-(3-tert-butoxy-3-oxo-propoxy)phenyl]phenyl]methyl]-3-oxo-piperidine-1-carboxylate C(C)(C)(C)OC(CCOC1=C(C=CC=C1)C=1C=C(C=CC1)CC1N(CCCC1=O)C(=O)OC(C)(C)C)=O